sodium bis(2-hydroxypropyl)amine dithiocarbamate C(N)([S-])=S.OC(CNCC(C)O)C.[Na+]